3-(5-bromo-3-iodo-7-(trifluoromethyl)-1H-indazol-1-yl)cyclobutan-1-one BrC=1C=C2C(=NN(C2=C(C1)C(F)(F)F)C1CC(C1)=O)I